C1(CC1)C1=CC(=C(C(=C1)C)N1N=C2N=C(NC(C2=C1)=O)C1(COCCC1)F)C 2-(4-cyclopropyl-2,6-dimethylphenyl)-6-(3-fluorooxan-3-yl)-2,5-dihydro-4H-pyrazolo[3,4-d]pyrimidin-4-one